ClC=1N=C(C2=C(N1)C=NC(=C2)N2CCCC2)Cl 2,4-dichloro-6-(pyrrolidin-1-yl)pyrido[3,4-d]pyrimidine